5-[3-benzyloxy-1-fluoro-7-[2-(methylamino)ethoxy]-2-naphthyl]-1,1-dioxo-1,2,5-thiadiazolidin-3-one C(C1=CC=CC=C1)OC=1C(=C(C2=CC(=CC=C2C1)OCCNC)F)N1CC(NS1(=O)=O)=O